NC1=CC(=C(C(=C1)F)C1CC2(CN(C2)C(=O)OC(C)(C)C)C1)F tert-butyl 6-(4-amino-2,6-difluorophenyl)-2-azaspiro[3.3]heptane-2-carboxylate